2-chloro-5-(trifluoromethyl)pyrazine ClC1=NC=C(N=C1)C(F)(F)F